OCCN1[C@@H](CC1)COC=1C=CC(=C(C(=O)NC2(CC2)C2=C3C=CC=NC3=CC(=C2)C=2SC=CN2)C1)C (S)-5-((1-(2-hydroxyethyl)azetidin-2-yl)methoxy)-2-methyl-N-(1-(7-(thiazol-2-yl)quinolin-5-yl)cyclopropyl)benzamide